O=C1NC(CCC1N1C(C2=CC=CC(=C2C1=O)NCC1=C(C=C(C=C1)CN1CC(C1)N1CCCC1)F)=O)=O 2-(2,6-dioxopiperidin-3-yl)-4-(2-fluoro-4-((3-(pyrrolidin-1-yl)azetidin-1-yl)methyl)benzylamino)isoindoline-1,3-dione